FC(C(C(C(C(F)(F)OC(C(=C)C)=O)(F)F)(F)F)(F)F)CC(F)(F)F dodecafluoroheptylmethacrylate